BrN1C2(N3C(=C(C=CC3=O)C)C1=O)CC1(C2)CCC1 bromo-8''-methyl-2''H-dispiro[cyclobutane-1,1'-cyclobutane-3',3''-imidazo[1,5-a]pyridine]-1'',5''-dione